[Na+].[Na+].[Na+].[Na+].C(=O)([O-])CN([C@@H](CCC(=O)[O-])C(=O)[O-])CC(=O)[O-] N,N-bis(carboxymethyl)glutamic acid tetrasodium salt